(tert-butyl 2-((1-(5-((2-amino-2-oxo-1-phenylethyl) thio)-2,4-dicyano-3-ethylphenyl) piperidin-4-yl) oxy) ethyl) carbamate C(N)(OCC(OC1CCN(CC1)C1=C(C(=C(C(=C1)SC(C(=O)N)C1=CC=CC=C1)C#N)CC)C#N)C(C)(C)C)=O